ClC=1C=C(C=C2C=CNC(C12)=O)N1CCN(CC1)C1CCN(CC1)C(C(C(F)(F)F)(C)C)=O 8-chloro-6-(4-(1-(3,3,3-trifluoro-2,2-dimethylpropanoyl)piperidin-4-yl)piperazin-1-yl)isoquinolin-1(2H)-one